7-((cis)-4-((S)-3-aminopiperidin-1-yl)cyclohexyl)-5-(4-phenoxyphenyl)-7H-pyrrolo[2,3-d]pyrimidin-4-amine N[C@@H]1CN(CCC1)[C@H]1CC[C@H](CC1)N1C=C(C2=C1N=CN=C2N)C2=CC=C(C=C2)OC2=CC=CC=C2